O=C1CCC2(CN(C2)C=2OC3=C(N2)C=CC(=C3)N3C=C(C(C=C3C3=CC=C(C=C3)N3CCCC3)=O)C(=O)O)CC1 1-(2-(7-oxo-2-azaspiro[3.5]non-2-yl)benzo[d]oxazol-6-yl)-4-oxo-6-(4-(pyrrolidin-1-yl)phenyl)-1,4-dihydropyridine-3-carboxylic acid